1-bromo-2-fluoro-5-methoxy-4-nitro-benzene BrC1=C(C=C(C(=C1)OC)[N+](=O)[O-])F